2-((4-phenyl-2H-1,2,3-triazol-2-yl)methyl)quinoline C1(=CC=CC=C1)C1=NN(N=C1)CC1=NC2=CC=CC=C2C=C1